4-Phenyl-1-(piperidin-4-ylmethyl)pyridin-2(1H)-one C1(=CC=CC=C1)C1=CC(N(C=C1)CC1CCNCC1)=O